9-((4-(((S)-2-hydroxy-1-phenylethyl)amino)-5-(1,3,4-oxadiazol-2-yl)pyrimidin-2-yl)amino)-10b-methyl-1,10b-dihydropyrido[2,1-a]isoindol-6(4H)-one OC[C@H](C1=CC=CC=C1)NC1=NC(=NC=C1C=1OC=NN1)NC1=CC=C2C(N3C(C2=C1)(CC=CC3)C)=O